FC(C1=NC=CC(=C1)N1N=NC(=C1)S(=O)(=O)Cl)(F)F 1-(2-(TRIFLUOROMETHYL)PYRIDIN-4-YL)-1H-1,2,3-TRIAZOLE-4-SULFONYL CHLORIDE